CN1CCN(CC1)C=1C=CC(=NC1)NC1=CC(=CC=C1)C1=NC2=C(N1)C=C(C=C2)C(F)(F)F 5-(4-methylpiperazin-1-yl)-N-[3-[6-(trifluoromethyl)-1H-benzo[d]imidazol-2-yl]phenyl]pyridin-2-amine